ClC=1C=C2C(=NC1)NC=C2C(C2=C(C(=CC=C2F)NS(N(C)CCC2CC2)(=O)=O)F)=O 5-chloro-3-[3-[[2-cyclopropylethyl(methyl)sulfamoyl]amino]-2,6-difluoro-benzoyl]-1H-pyrrolo[2,3-b]pyridine